[2-(3-amino-1-piperidinyl)-4-(3-fluorophenyl)cyclopentyloxy]-3-chloro-benzonitrile NC1CN(CCC1)C1C(CC(C1)C1=CC(=CC=C1)F)OC1=C(C#N)C=CC=C1Cl